FC=1C=CC(=NC1C)C1=NC=CC=C1C=1C=CC=2N(C1)C(=CN2)C#N 6-(5'-Fluoro-6'-methyl-[2,2'-bipyridin]-3-yl)imidazo[1,2-a]pyridin-3-carbonitril